(tert-butylimino)(methyl)((6-(5-(trifluoromethyl)-1,2,4-oxadiazol-3-yl)imidazo[1,2-a]pyridin-2-yl)methyl)-λ6-sulfanone C(C)(C)(C)N=S(=O)(CC=1N=C2N(C=C(C=C2)C2=NOC(=N2)C(F)(F)F)C1)C